C(C)(C)(C)NC(C(=O)N1[C@@H]([C@H]2C([C@H]2C1)(C)C)C(=O)N[C@@H](C[C@H]1C(NCC1)=O)C(COC(F)(F)F)=O)=O (1R,2S,5S)-3-(2-(tert-butylamino)-2-oxoacetyl)-6,6-dimethyl-N-((S)-3-oxo-1-((S)-2-oxopyrrolidin-3-yl)-4-(trifluoromethoxy)butan-2-yl)-3-azabicyclo[3.1.0]-hexane-2-carboxamide